S(OC1=CC=C(C=C1)OOCCO)OC1=CC=C(C=C1)OOCCO 2,2'-[sulfanediyldi(benzene-1,4-dioxyoxy)]diethanol